C(C)(=O)N1C(C(NC(C1)=O)=CC=1N=CNC1C(C)C)=O 1-acetyl-3-((5-isopropyl-1H-imidazol-4-yl)methylene)piperazine-2,5-dione